FC(C1=NN=C(O1)C=1C=CC(=NC1)CN1C(N(C2=C1C=C(C(=C2)C2=COC=C2)F)C)=O)F 1-((5-(5-(difluoromethyl)-1,3,4-oxadiazol-2-yl)pyridin-2-yl)methyl)-6-fluoro-5-(furan-3-yl)-3-methyl-1,3-dihydro-2H-benzo[d]imidazol-2-one